COC(C1=C(C=C(C=C1)Br)CC(=O)OC)=O.BrC1=CC(=C(C(=O)OC)C=C1)C(C(=O)OC)(C)C methyl 4-bromo-2-(1-methoxy-2-methyl-1-oxopropane-2-yl)benzoate Methyl-4-bromo-2-(2-methoxy-2-oxoethyl)benzoate